IC1=NN(C=C1C(=O)O)C1OCCCC1 3-iodo-1-(oxacyclohex-2-yl)-1H-pyrazole-4-carboxylic acid